C(C)OC(=O)N1CC(CC1)N1N=C(C2=CC(=CC=C12)Br)COC1=C(C=CC=C1)CC(=O)OCC 3-(5-bromo-3-((2-(2-ethoxy-2-oxoethyl)phenoxy)methyl)-1H-indazol-1-yl)pyrrolidine-1-carboxylic acid ethyl ester